CN1CC(CC1)C(=O)OCC(CCCCCCCC(=O)OCCC(CCCCC)CCCCC)CCCCCCCC(=O)OCCC(CCCCC)CCCCC bis(3-pentyloctyl) 9-{[(1-methylpyrrolidine-3-carbonyl)oxy]methyl}heptadecanedioate